NC1CN(C1)C=1N=C(C2=C(N1)CN(CC2)C2=CC(=CC1=CC=C(C(=C21)CC)F)O)N2CC1(C(NC(N1)=O)=O)CCC2 7-(2-(3-aminoazetidin-1-yl)-7-(8-ethyl-7-fluoro-3-hydroxynaphthalen-1-yl)-5,6,7,8-tetrahydropyrido[3,4-d]pyrimidin-4-yl)-1,3,7-triazaspiro[4.5]decane-2,4-dione